C(CCC)(B(O)O)B(O)O butanediboronic acid